(S)-N-(5-(2-((2,3-dihydro-1H-inden-2-yl)amino)pyrimidin-5-yl)-1-methyl-1H-pyrazol-3-yl)-4,5,6,7-tetrahydro-1H-benzo[d][1,2,3]triazole-5-carboxamide C1C(CC2=CC=CC=C12)NC1=NC=C(C=N1)C1=CC(=NN1C)NC(=O)[C@@H]1CC2=C(NN=N2)CC1